(R)-8-(methylsulfonyl)-3-(2-(4-(2-morpholinophenyl)piperazin-1-yl)ethyl)-2-oxa-8-azaspiro[4.5]decan-1-one CS(=O)(=O)N1CCC2(C[C@@H](OC2=O)CCN2CCN(CC2)C2=C(C=CC=C2)N2CCOCC2)CC1